4-bromo-1-[4-(trifluoromethoxy)-phenyl]pyrazole BrC=1C=NN(C1)C1=CC=C(C=C1)OC(F)(F)F